1-(2-ethyl-4-fluorophenyl)-3-(6-methoxy-2-methylpyridin-3-yl)-7-(trifluoromethyl)-2,3-dihydroquinazolin-4(1H)-one C(C)C1=C(C=CC(=C1)F)N1CN(C(C2=CC=C(C=C12)C(F)(F)F)=O)C=1C(=NC(=CC1)OC)C